4-amino-7-(ethylamino)-1-(o-tolyl)quinazolin-2-one NC1=NC(N(C2=CC(=CC=C12)NCC)C1=C(C=CC=C1)C)=O